(R)-[(2S)-1-[[3,5-bis(trifluoromethyl)phenyl]methyl]-5-vinyl-quinuclidin-1-ium-2-yl]-(6-methoxy-4-quinolinyl)methanol bromide [Br-].FC(C=1C=C(C=C(C1)C(F)(F)F)C[N+]12[C@@H](CC(C(C1)C=C)CC2)[C@H](O)C2=CC=NC1=CC=C(C=C21)OC)(F)F